O1C=CC2=C1C=C(C=C2)N\N=C/2\C(NCCC2)=O (E)-3-(2-(benzofuran-6-yl)hydrazineylidene)piperidin-2-one